FC1=C(C=C(C=C1)O)C(=O)N1CC2(C1)CC(C2)N2N=CC(=C2C2=C(C=CC=C2)C)C (2-fluoro-5-hydroxyphenyl){6-[4-methyl-5-(o-tolyl)-1-pyrazolyl]-2-aza-2-spiro[3.3]heptyl}methanone